2-amino-3,3,3-trifluoropropan NC(C)C(F)(F)F